tellurium di-Phenylphosphine C1(=CC=CC=C1)PC1=CC=CC=C1.[Te]